2-bromo-5-iodo-4-((1-(thiophen-3-yl)propan-2-yl)oxy)benzoate BrC1=C(C(=O)[O-])C=C(C(=C1)OC(CC1=CSC=C1)C)I